NC=1C(=C(C(=C2C=C(N=CC12)NC(=O)[C@H]1[C@@H](C1)C#N)F)C=1C=NC=CC1C)F trans-N-(8-amino-5,7-difluoro-6-(4-methylpyridin-3-yl)isoquinolin-3-yl)-2-cyanocyclopropane-1-carboxamide